aluminum-zinc silicate [Si]([O-])([O-])([O-])[O-].[Zn+2].[Al+3]